(5-(4-((1-phenyl-ethyl)amino)-quinazolin-6-yl)-pyridin-3-yl)-methanol C1(=CC=CC=C1)C(C)NC1=NC=NC2=CC=C(C=C12)C=1C=C(C=NC1)CO